OC(=O)C(F)(F)F.N1=C(C=C2N1CCNC2)S(=O)(=O)N 4,5,6,7-tetrahydropyrazolo[1,5-a]pyrazine-2-sulfonamide TFA salt